NC1=NC=C(C2=C1C=NN2)NC(=O)C(=O)N(CC2=CC(=CC(=C2)F)F)CC2=CC(=CC(=C2)F)F N-(4-amino-1H-pyrazolo[4,3-c]pyridin-7-yl)-N',N'-bis[(3,5-difluorophenyl)methyl]oxamide